2-[[1-[2-[4-[(3S)-4-tert-butoxycarbonyl-3-(cyanomethyl)piperazin-1-yl]-6-chloro-8-fluoro-7-(5-hydroxy-2,3-dimethyl-phenyl)quinazolin-2-yl]oxyethyl]-4-piperidyl]methoxy]acetic Acid C(C)(C)(C)OC(=O)N1[C@H](CN(CC1)C1=NC(=NC2=C(C(=C(C=C12)Cl)C1=C(C(=CC(=C1)O)C)C)F)OCCN1CCC(CC1)COCC(=O)O)CC#N